2-[1-[[1-[6-[(2,6-dioxo-3-piperidyl)carbamoyl]-3-pyridyl]-4-piperidyl]methyl]-4-piperidyl]acetic acid O=C1NC(CCC1NC(=O)C1=CC=C(C=N1)N1CCC(CC1)CN1CCC(CC1)CC(=O)O)=O